1-benzyl-6-((4-(ethoxymethyl)-4-phenethylpiperidin-1-yl)methyl)-1,4-dihydro-2H-benzo[d][1,3]oxazin-2-one citrate C(CC(O)(C(=O)O)CC(=O)O)(=O)O.C(C1=CC=CC=C1)N1C(OCC2=C1C=CC(=C2)CN2CCC(CC2)(CCC2=CC=CC=C2)COCC)=O